P(OC)([O-])(=O)N O-methyl phosphoramidate